Methyl 5-(difluoromethyl)-6-(3-methylimidazo[4,5-c]pyridin-7-yl)-3-[4-(morpholinomethyl)anilino]pyrazine-2-carboxylate FC(C=1N=C(C(=NC1C=1C2=C(C=NC1)N(C=N2)C)C(=O)OC)NC2=CC=C(C=C2)CN2CCOCC2)F